C(C)(C)(C)OC(=O)N1[C@@H](CN(CC1)CC1=CN=C2C(=NC(=NN21)OC(C)CCC)N(CC2=C(C=C(C=C2)OC)OC)CC2=C(C=C(C=C2)OC)OC)C (2R)-4-((4-(bis(2,4-dimethoxybenzyl)amino)-2-(pent-2-yloxy)imidazo[2,1-f][1,2,4]triazin-7-yl)methyl)-2-methylpiperazine-1-carboxylic acid tert-butyl ester